C1(CCCC1)C#CC1=CN(C2=NC=C(C=C21)NC(C=C)=O)C N-(3-(Cyclopentylethynyl)-1-methyl-1H-pyrrolo[2,3-b]pyridin-5-yl)acrylamide